5-hydroxy-2,7-diphenyl-4H-chromen-4-one OC1=C2C(C=C(OC2=CC(=C1)C1=CC=CC=C1)C1=CC=CC=C1)=O